C1(=CC=CC=C1)PCC(=O)OCC ethyl phenylphosphinoacetate